N[C@@H](C(=O)NC=1N=NC(=C(C1)C1CCC1)C1=C(C=C(C=C1)C#C)O)C (R)-2-amino-N-(5-cyclobutyl-6-(4-ethynyl-2-hydroxyphenyl)pyridazin-3-yl)propanamide